FC1=C(C=C(C(=C1)OC1=CC2=C(N(C=N2)C)C=C1)C)NC=1C2=C(N=CN1)C=CC(=N2)C=CCN(C(C=C)=O)C N-(3-(4-((2-fluoro-5-methyl-4-((1-methyl-1H-benzo[d]imidazol-5-yl)oxy)phenyl)amino)pyrido[3,2-d]pyrimidin-6-yl)allyl)-N-methylacrylamide